C(C(=C)C)(=O)OCCOC(NCC1=CC=CC=C1)=O 2-[(Benzylcarbamoyl)-oxy]ethyl methacrylate